CNC1=NC(=NC=C1C(F)(F)F)NC1=C2C=NNC2=CC(=C1)CCC(=O)N1CCOCC1 3-(4-((4-(methylamino)-5-(trifluoromethyl)pyrimidin-2-yl)amino)-1H-indazol-6-yl)-1-morpholinopropan-1-one